3-(3-chloro-4-fluorophenyl)-1-isobutyl-1-(6-oxo-1,2,3,4,5,6-hexahydrophenanthridin-1-yl)urea ClC=1C=C(C=CC1F)NC(N(C1CCCC=2NC(C3=CC=CC=C3C12)=O)CC(C)C)=O